N-[4-bromo-2-[7-fluoro-2-(oxan-2-yl)indazole-4-carbonyl]naphthalen-1-yl]-2-chloroacetamide BrC1=CC(=C(C2=CC=CC=C12)NC(CCl)=O)C(=O)C=1C2=CN(N=C2C(=CC1)F)C1OCCCC1